tert-butyl (R)-4-(2-(2,6-dioxopiperidin-3-yl)-7-methyl-1,4-dioxo-1,2,3,4-tetrahydro-5H-pyrrolo[3,4-c]pyridin-5-yl)piperidine-1-carboxylate O=C1NC(CC[C@H]1N1CC=2C(N(C=C(C2C1=O)C)C1CCN(CC1)C(=O)OC(C)(C)C)=O)=O